NCCOC=1C=CC(=C(C(=O)NC(C)C2=CC=CC3=CC=CC=C23)C1)C 5-(2-Aminoethoxy)-2-methyl-N-(1-(naphthalen-1-yl)ethyl)benzamide